ClC=1C=C(C=CC1)S(=O)(=O)C=1C=CC=C2C(N(C(NC12)=O)O)=O 8-((3-chlorophenyl)sulfonyl)-3-hydroxyquinazoline-2,4(1H,3H)-dione